4-(8-(4-cyano-2-fluorophenyl)-6,9-dioxo-5-(4-(trifluoromethyl)benzyl)-2,5,8-triazaspiro[3.5]nonan-2-yl)-N-methyl-2-(methylamino)benzamide C(#N)C1=CC(=C(C=C1)N1CC(N(C2(CN(C2)C2=CC(=C(C(=O)NC)C=C2)NC)C1=O)CC1=CC=C(C=C1)C(F)(F)F)=O)F